(+/-)-trans-methyl 3-((2-(5-fluoro-1-tosyl-1H-pyrrolo[2,3-b]pyridin-3-yl)-7-phenyl-7H-pyrrolo[2,3-d]pyrimidin-4-yl)amino)bicyclo[2.2.2]octane-2-carboxylate FC=1C=C2C(=NC1)N(C=C2C=2N=C(C1=C(N2)N(C=C1)C1=CC=CC=C1)NC1C(C2CCC1CC2)C(=O)OC)S(=O)(=O)C2=CC=C(C)C=C2